BrC1=C(C=CC2=C1C(=NCC(N2)=O)C2=C(C=CC=C2F)F)Cl 6-Bromo-7-chloro-5-(2,6-difluorophenyl)-1,3-dihydro-1,4-benzodiazepine-2-One